4,4'-diphenyl-benzophenone C1(=CC=CC=C1)C1=CC=C(C(=O)C2=CC=C(C=C2)C2=CC=CC=C2)C=C1